C(C)OC1=C(\C=C(\C=C(\C(=O)OCC)/C)/CC)C=CC=C1 ethyl (E)-4-((E)-2-ethoxybenzylidene)-2-methylhex-2-enoate